(3-(2-(3-(3-bromophenyl)-2-oxotetrahydropyrimidin-1(2H)-yl)ethyl)azetidin-1-yl)-2-(2,6-dioxopiperidin-3-yl)isoindoline-1,3-dione BrC=1C=C(C=CC1)N1C(N(CCC1)CCC1CN(C1)C1=C2C(N(C(C2=CC=C1)=O)C1C(NC(CC1)=O)=O)=O)=O